COC(C(=C)C)=O.C=CC1=CC=CC=C1 styrene methylmethacrylate